[Mo].[Co] Cobalt-Molybdenum